C(=O)(C=C)N[C@@H](CCC(=O)O)C(=O)O Acrylglutamic acid